tert-butyl 4-(1-((5-(4-chlorophenoxy)pyridin-2-yl)amino)-1-oxopropan-2-yl)piperazine-1-carboxylate ClC1=CC=C(OC=2C=CC(=NC2)NC(C(C)N2CCN(CC2)C(=O)OC(C)(C)C)=O)C=C1